C(C)N(C(C1=C(C(=CC=C1F)C)F)=O)CC N,N-diethyl-2,6-difluoro-3-methylbenzamide